tert-butyl (1-(2-amino-1-hydroxy-2-oxoethyl)cyclobutyl)carbamate NC(C(O)C1(CCC1)NC(OC(C)(C)C)=O)=O